4-(4-bromo-6-methyl-1-(tetrahydro-2H-pyran-2-yl)-1H-indazol-5-yl)isoxazole BrC1=C2C=NN(C2=CC(=C1C=1C=NOC1)C)C1OCCCC1